C1C[C@@H]2C[C@H]1C[C@@H]2NC3=C4C(=NC=N3)N(C=N4)[C@H]5[C@@H]([C@@H]([C@H](O5)CO)O)O (2S)-N6-[2-endo-Norbornyl]adenosine